C(O)C(CO)(CO)NC(CC)S(=O)(=O)O Trimethylolmethylaminopropanesulfonic acid